ethyl 2-(3-amino-2-((5-(3-(aminomethyl)phenyl)benzofuran-3-yl)methoxy)phenyl)acetate NC=1C(=C(C=CC1)CC(=O)OCC)OCC1=COC2=C1C=C(C=C2)C2=CC(=CC=C2)CN